FC=1C=C(C=C2COCC12)OB(O)O (7-fluoro-1,3-dihydroisobenzofuran-5-yl)boric acid